C(C1=CC=CC=C1)C1CCN(CC1)C1=CC=C(C=N1)C=1C=2N(C=C(C1)OCC(C)(C)O)N=CC2C#N 4-(6-(4-benzylpiperidin-1-yl)pyridin-3-yl)-6-(2-hydroxy-2-methylpropoxy)pyrazolo[1,5-a]pyridine-3-carbonitrile